1-(2'-fluoro-5'-methoxy-4-(((tetrahydro-2H-pyran-2-yl)oxy)methyl)-[1,1'-biphenyl]-2-yl)-2,2-dimethylpropan-1-ol FC1=C(C=C(C=C1)OC)C1=C(C=C(C=C1)COC1OCCCC1)C(C(C)(C)C)O